(Z)-3-((furan-2-ylmethyl)imino)-N,N-dimethyl-3H-1,2,4-dithiazol-5-amine O1C(=CC=C1)C\N=C\1/SSC(=N1)N(C)C